2-chloro-8-(methoxymethyl)-8-(trifluoromethyl)-7,8-dihydro-6H-pyrazolo[1,5-a]pyrrolo[2,3-e]pyrimidine-6-carboxylic acid tert-butyl ester C(C)(C)(C)OC(=O)N1CC(C2=C1C=NC=1N2N=C(C1)Cl)(C(F)(F)F)COC